2-(2-Nitrophenyl)propoxycarbonyl-1,1,3,3-tetramethylguanidine [N+](=O)([O-])C1=C(C=CC=C1)C(COC(=O)N=C(N(C)C)N(C)C)C